ClC1=C2C3=C(N=CN=C3C=C1C1=C3N=CC=NC3=CC=C1)N1[C@H](CO2)CN(CC1)C(C=C)=O 1-[(8aS)-6-Chloro-5-(quinoxalin-5-yl)-8a,9,11,12-tetrahydropyrazino[2',1':3,4][1,4]oxazepino[5,6,7-de]quinazolin-10(8H)-yl]prop-2-en-1-one